1H-Purin-6-amine N1C=NC2=NC=NC2=C1N